6-chloro-N-(3-chloro-4-fluorophenyl)-5-(2-((1-(hydroxymethyl)cyclobutyl)amino)-2-oxoacetyl)-2,3-dihydro-1H-pyrrolizine-7-carboxamide ClC1=C(N2CCCC2=C1C(=O)NC1=CC(=C(C=C1)F)Cl)C(C(=O)NC1(CCC1)CO)=O